6-[3-Fluoro-5-(trifluoromethyl)phenyl]-N4-{[1-(methoxymethyl)cyclohexyl]methyl}-N4-methylpyridin-2,3,4-triamine FC=1C=C(C=C(C1)C(F)(F)F)C1=CC(=C(C(=N1)N)N)N(C)CC1(CCCCC1)COC